F[B-](F)(F)F.C(C)#N.C(C)#N.C(C)#N.C(C)#N tetraacetonitrile tetrafluoroborate